(1-(tetrahydro-2H-pyran-4-yl)-1H-pyrazol-4-yl)-1H-pyrazolo[3,4-d]pyrimidine-4,6-diamine O1CCC(CC1)N1N=CC(=C1)N1N=CC=2C1=NC(=NC2N)N